C(C)OC(C(N1C[C@@H](CC1)C(NCCCC1=NC=2NCCCC2C=C1)=O)C1=CC=CC=C1)=O 2-phenyl-2-((R)-3-(3-(5,6,7,8-tetrahydro-1,8-naphthyridin-2-yl)propylcarbamoyl)pyrrolidin-1-yl)acetic acid ethyl ester